C(C)(C)(C)OC(=O)N1C[C@@H]([C@@H](C1)F)C(=O)O (3R,4S)-1-(tert-butoxycarbonyl)-4-fluoropyrrolidine-3-carboxylic acid